(R)-2-cyclopropoxy-N,N-bis(4-methoxybenzyl)propan-1-amine C1(CC1)O[C@@H](CN(CC1=CC=C(C=C1)OC)CC1=CC=C(C=C1)OC)C